(3S,4R)-4-({7-[1-(2-methyl-1,3-dioxolan-2-yl)ethenyl]pyrrolo[2,1-f][1,2,4]triazin-2-yl}amino)oxan-3-yl acetate C(C)(=O)O[C@@H]1COCC[C@H]1NC1=NN2C(C=N1)=CC=C2C(=C)C2(OCCO2)C